CC1(CC(C1)N[C@@H](COC1=NC(=NC(=C1)C1=C(C=CC=C1C)C)NS(=O)(=O)C=1C=C(C(=O)O)C=CC1)CC(C)C)C 3-[[4-[(2R)-2-[(3,3-dimethylcyclobutyl)amino]-4-methyl-pentoxy]-6-(2,6-dimethylphenyl)pyrimidin-2-yl]sulfamoyl]benzoic acid